ClC1=C(C(=O)N)C=CC(=C1F)F 2-chloro-3,4-difluorobenzamide